COC=1C=CC=2C3=C(C=NC2N1)N=CN=C3N3CCC(CCC3)CNC(OC(C)(C)C)=O tert-butyl ((1-(8-methoxypyrimido[4,5-c][1,8]naphthyridin-1-yl)azepan-4-yl)methyl)carbamate